FC(=CCC/C(=C/CC/C(=C/CC[C@]1(OC2=C(C(=C(C(=C2CC1)C)O)C)C)C)/C)/C)F (R)-2-((3E,7E)-12,12-difluoro-4,8-dimethyldodeca-3,7,11-trien-1-yl)-2,5,7,8-tetramethylchroman-6-ol